6-Ethoxy-4-(6-(4-(pyridin-2-oxy)piperidin-1-yl)pyridin-3-yl)-1H-pyrazolo[3',4':3,4]Pyrazolo[1,5-a]piperidine C(C)OC1CC(C=2N(C1)N=C1C2C=NN1)C=1C=NC(=CC1)N1CCC(CC1)OC1=NC=CC=C1